OC1CCC(CC1)C(C)(C)C1CCCCC1 2-(4-hydroxycyclohexyl)-2-cyclohexyl-propane